O=C(CC[C@H]1NC(OC1)=O)N1CC(C1)C=1C=NC(=CC1)C1CC2(C1)CCC2 (4R)-4-[3-oxo-3-[3-(6-spiro[3.3]heptan-2-yl-3-pyridinyl)azetidin-1-yl]propyl]oxazolidin-2-one